CCCCCCCCCCCC(=O)O[C@H](COC(=O)CCCCC/C=C\C/C=C\C/C=C\C/C=C\CCCCC)COP(=O)([O-])OCC[N+](C)(C)C 1-(7Z,10Z,13Z,16Z-docosatetraenoyl)-2-dodecanoyl-glycero-3-phosphocholine